3,3,3-trifluorobromopropane FC(CCBr)(F)F